tert-butyl 3-[[(1S)-2-methoxy-2-oxo-1-[[(3S)-2-oxopyrrolidin-3-yl]methyl] ethyl] carbamoyl]-2-azaspiro[4.5]decane-2-carboxylate COC([C@H](C[C@H]1C(NCC1)=O)NC(=O)C1N(CC2(C1)CCCCC2)C(=O)OC(C)(C)C)=O